(R)-6-((6-(3-(3,5-difluorophenyl)isoxazolidin-2-yl)pyrimidin-4-yl)amino)-7-methoxy-spiro[benzo[b][1,4]oxazin-2,1'-cyclopropane]-3(4H)-one FC=1C=C(C=C(C1)F)[C@@H]1N(OCC1)C1=CC(=NC=N1)NC1=CC2=C(OC3(CC3)C(N2)=O)C=C1OC